3-(5-(5-((4'-chloro-5,5-dimethyl-3,4,5,6-tetrahydro-[1,1'-biphenyl]-2-yl)methyl)-2,5-diazabicyclo[2.2.2]octane-2-carbonyl)-7-fluoro-1-oxoisoindolin-2-yl)piperidine-2,6-dione ClC1=CC=C(C=C1)C1=C(CCC(C1)(C)C)CN1C2CN(C(C1)CC2)C(=O)C=2C=C1CN(C(C1=C(C2)F)=O)C2C(NC(CC2)=O)=O